2,3,5-hex-anetriol CC(C(CC(C)O)O)O